C(C)(C)(C)OC(=O)N1CCC2(CN(C2)C2=NC=NC=C2OC2=C(C=C(C=C2)F)NS(=O)(=O)C(C)C)CC1 2-(5-(4-fluoro-2-(1-methylethylsulfonylamino)phenoxy)pyrimidin-4-yl)-2,7-diazaspiro[3.5]Nonane-7-carboxylic acid tert-butyl ester